C(#N)C=1C=C(C=CC1)[C@@H](C1=CC=C(C(=O)N)C=C1)OC1=C(C=C2C(CCOC2=C1C)=O)F (R,S)-4-((3-cyanophenyl)((6-fluoro-8-methyl-4-oxochroman-7-yl)oxy)methyl)benzamide